1-(9-ethyl-2-(2-(3-methylbenzylidene)hydrazino)-8-(pyridin-4-yl)-9H-purin-6-yl)piperidin-4-ol C(C)N1C2=NC(=NC(=C2N=C1C1=CC=NC=C1)N1CCC(CC1)O)NN=CC1=CC(=CC=C1)C